ClC1=C(C=C(C=C1)C1=NC(=NO1)C=1C=NC(=CC1)C)OCC#C 5-(4-chloro-3-(prop-2-yn-1-yloxy)phenyl)-3-(6-methylpyridin-3-yl)-1,2,4-oxadiazole